C1(CC1)CN1C(=CC=2C1=NC(=CC2)N2CCOCC2)C2=NC1=C(N2C)C(=CC(=C1)C(=O)N1[C@@H]2CC[C@H](C1)[C@H]2N)OC (1R,4R,7R)-2-{2-[1-(cyclopropylmethyl)-6-(morpholin-4-yl)-1H-pyrrolo[2,3-b]pyridin-2-yl]-7-methoxy-1-methyl-1H-1,3-benzodiazole-5-carbonyl}-2-azabicyclo[2.2.1]heptan-7-amine